FC1C(CCC(C1)(C1=NC=C(C=C1)C1=NC=CC=N1)O)=O 2-fluoro-4-hydroxy-4-[5-(pyrimidin-2-yl)pyridin-2-yl]cyclohexan-1-one